sodium 1,3-propanediol C(CCO)O.[Na]